COCC1=NN2C(N=CC=C2)=C1C(=O)N 2-(methoxymethyl)pyrazolo[1,5-a]pyrimidine-3-carboxamide